C(CCCCCCCCCCCC)COC=1C(=CC(=C(C1)N1CCC(CC1)CN1CCNCC1)C=1C=NN(C1)CCCCCCCCCCCCCC)[N+](=O)[O-] 1-((1-(5-(tridecylmethoxy)-2-(1-(tridecylmethyl)-1H-pyrazol-4-yl)-4-nitrophenyl)piperidin-4-yl)methyl)piperazine